C(C1=CC=CC=C1)C(C(=O)C1=CC=C(C=C1)N1CCOCC1)(CC)N(C)C 2-benzyl-2-dimethylamino-1-(4-morpholinylphenyl)-butan-1-one